2-(2,6-difluorophenyl)propanamide FC1=C(C(=CC=C1)F)C(C(=O)N)C